BrC1=CC=C(C=C1)N1CCC(CC1)(F)CO [1-(4-bromophenyl)-4-fluoropiperidin-4-yl]methanol